8-Amino-5-(2-hydroxypiperazin-1-yl)-2,3-dihydro-1,4-benzodioxine NC1=CC=C(C2=C1OCCO2)N2C(CNCC2)O